COCCCC(C)C1=CN=C2N1C=CN=C2N 3-(4-methoxy-1-methylbutyl)imidazo[1,2-a]Pyrazin-8-amine